6-chloro-5-(trifluoromethyl)nicotinaldehyde ClC1=NC=C(C=O)C=C1C(F)(F)F